1-(4-(1-(2,6-dichlorophenyl)azetidin-3-yl)-2,6-dimethylbenzyl)azetidine-3-carboxylic acid, formic acid salt C(=O)O.ClC1=C(C(=CC=C1)Cl)N1CC(C1)C1=CC(=C(CN2CC(C2)C(=O)O)C(=C1)C)C